CC1=NC=CC=C1N1C(NC(C2=CC=CC=C12)=O)=O (2-methylpyridin-3-yl)quinazolin-2,4(1H,3H)-dione